The molecule is an oxaspiro compound that is(5beta,25R)-spirostan substituted by a beta-hydroxy group at position 3. It has a role as an antineoplastic agent and a metabolite. It is an oxaspiro compound, a 3beta-hydroxy steroid, an organic heterohexacyclic compound and a sapogenin. It derives from a hydride of a (25R)-5beta-spirostan. C[C@@H]1CC[C@@]2([C@H]([C@H]3[C@@H](O2)C[C@@H]4[C@@]3(CC[C@H]5[C@H]4CC[C@H]6[C@@]5(CC[C@@H](C6)O)C)C)C)OC1